5-[(4R,8S,9aS)-4-methyl-8-(4-morpholin-2-ylphenyl)-1,3,4,6,7,8,9,9a-octahydropyrido[1,2-a]pyrazin-2-yl]quinoline-8-carbonitrile C[C@@H]1CN(C[C@H]2N1CC[C@@H](C2)C2=CC=C(C=C2)C2CNCCO2)C2=C1C=CC=NC1=C(C=C2)C#N